1-[3-acetyl-6-[6-[1-(oxetan-3-yl)piperidin-4-yl]oxypyrazolo[1,5-a]pyridin-3-yl]pyridin-2-yl]-5-methylpyrazole-3-carbonitrile C(C)(=O)C=1C(=NC(=CC1)C=1C=NN2C1C=CC(=C2)OC2CCN(CC2)C2COC2)N2N=C(C=C2C)C#N